2-hydroxyphenylphenol OC1=C(C=CC=C1)C1=C(C=CC=C1)O